C(C1=CC=CC=C1)(=O)N1CCC2(C=NN(C2=O)CC2=CC=C(C=C2)F)CC1 8-benzoyl-2-(4-fluorobenzyl)-2,3,8-triazaspiro[4.5]dec-3-en-1-one